OC=1C=C(CCC(=O)N)C=CC1O (3,4-dihydroxybenzyl)acetamide